methyl 5-(1-(dicyclohexylmethyl)-5-(3,5-dimethylisoxazol-4-yl)-1H-pyrrolo[2,3-b]pyridin-3-yl)-6-ethoxy-4-methylpyridinecarboxylate C1(CCCCC1)C(N1C=C(C=2C1=NC=C(C2)C=2C(=NOC2C)C)C=2C(=CC(=NC2OCC)C(=O)OC)C)C2CCCCC2